1-(2,4,6-trihydroxy-3,5-bis-(3-methylbut-2-en-1-yl)phenyl)ethan-1-one OC1=C(C(=C(C(=C1CC=C(C)C)O)CC=C(C)C)O)C(C)=O